CN(CC1=CC=C(C=C1)S(=O)(=O)C)CC1=CC(=NC=C1)C=1C=C2CN(C(C2=CC1)=O)C1C(NC(CC1)=O)=O 3-(5-(4-((methyl(4-(methylsulfonyl)benzyl)amino)methyl)pyridin-2-yl)-1-oxoisoindolin-2-yl)piperidine-2,6-dione